N-((2R,3S)-1-(5-(hydroxymethyl)thiazol-2-yl)-2-((((CIS)-4-phenylcyclohexyl)oxy)methyl)pyrrolidin-3-yl)methanesulfonamide OCC1=CN=C(S1)N1[C@H]([C@H](CC1)NS(=O)(=O)C)CO[C@@H]1CC[C@@H](CC1)C1=CC=CC=C1